C(#N)C1=CC=C(C=C1)C=1N=C2C(=NC1)N=C(S2)N2CC(=CC=C2)C2=C(C=CC=C2)OC N-(6-(4-cyanophenyl)thiazolo[4,5-b]pyrazin-2-yl)-3-(2-methoxyphenyl)pyridine